COC(C1=C(C=C(C(=C1)Cl)C(F)(F)F)CC1=C(C=C(C=C1)F)C1CC1)=O 5-chloro-2-(2-cyclopropyl-4-fluorobenzyl)-4-(trifluoromethyl)benzoic acid methyl ester